OC=1C=CC2=C(C(=C(O2)CN(C(C=C)=O)C)C)C1 N-((5-hydroxy-3-methylbenzofuran-2-yl)methyl)-N-methylacrylamide